BrC=1C=CC(=C(C1)C1=C(C=CC=C1)Cl)S(=O)(=O)N1CCC(CC1)(C(=O)N[C@@H]1CS(C=C1)(=O)=O)F (S)-1-((5-bromo-2'-chloro-[1,1'-biphenyl]-2-yl)sulfonyl)-N-(1,1-dioxido-2,3-dihydrothiophen-3-yl)-4-fluoropiperidine-4-carboxamide